6-(4-(1-(3-fluorophenyl)-3,3-dimethyl-2,3-dihydro-1H-pyrrolo[3,2-b]pyridine-5-carbonyl)-3,3-dimethylpiperazin-1-yl)-2,4-dimethylnicotinic acid FC=1C=C(C=CC1)N1CC(C2=NC(=CC=C21)C(=O)N2C(CN(CC2)C2=NC(=C(C(=O)O)C(=C2)C)C)(C)C)(C)C